((6-bromopyridin-2-yl)amino)-5-nitronicotinic acid methyl ester COC(C1=C(N=CC(=C1)[N+](=O)[O-])NC1=NC(=CC=C1)Br)=O